FC(C(=O)NN)(C1=C(C=CC=C1)OC)F 2,2-difluoro-2-(2-methoxyphenyl)acetohydrazide